BrC1=C(C=C(CNC(=O)C2N(CCN(C2)C=2C=3C(N=CN2)=NN(C3)C3=CC(=C(C=C3)C)F)C)C=C1)Cl N-(4-bromo-3-chlorobenzyl)-4-(2-(3-fluoro-4-methylphenyl)-2H-pyrazolo[3,4-d]pyrimidin-4-yl)-1-methylpiperazine-2-carboxamide